CCCCCC1=CC=C(C=C1)C#C 4-N-Pentylphenylacetylene